C1(CC1)CN1CCN(CC1)C1CCN(CC1)C1=C(C=C(C(=C1)OC)NC1=NC=NC(=C1)N1OCC[C@@H]1C1=CC(=CC(=C1)F)F)NC(C=C)=O N-(2-(4-(4-(cyclopropyl-methyl)piperazine-1-yl)piperidine-1-yl)-5-((6-((R)-3-(3,5-difluorophenyl)isoxazolidine-2-yl)pyrimidine-4-yl)amino)-4-methoxyphenyl)acrylamide